6-Chloro-N-[(3R)-3-piperidyl]-5-(trifluoromethyl)pyridazin-3-amine ClC1=C(C=C(N=N1)N[C@H]1CNCCC1)C(F)(F)F